FC1=C(C=C(C(=C1)C1=NC(=CC=C1)OCC1=C(C=C(C=C1)C#CC1CN(C1)C(=O)OC)F)F)CC=1N(C2=C(N1)C=CC(=C2)C(=O)O)CCOC 2-[[2,5-difluoro-4-[6-[[2-fluoro-4-[2-(1-methoxycarbonylazetidin-3-yl)ethynyl]phenyl]methoxy]-2-pyridyl]phenyl]methyl]-3-(2-methoxyethyl)benzimidazole-5-carboxylic acid